NC1=C(C=CC(=N1)C=1C=C2C=CN(C(C2=CC1F)=O)CCC[C@H](COC(F)F)NC=1C=NNC(C1C(F)(F)F)=O)C(F)(F)F (R)-6-(6-amino-5-(trifluoromethyl)pyridin-2-yl)-2-(5-(difluoromethoxy)-4-((6-oxo-5-(trifluoromethyl)-1,6-dihydropyridazin-4-yl)amino)pentyl)-7-fluoroisoquinolin-1(2H)-one